3-oxo-2-(pyridin-3-yl)-N-[(2R)-1,1,1-trifluoro-3-hydroxypropan-2-yl]-6-[4-(trifluoromethoxy)-phenyl]-2,3-dihydropyridazine-4-carboxamide O=C1N(N=C(C=C1C(=O)N[C@@H](C(F)(F)F)CO)C1=CC=C(C=C1)OC(F)(F)F)C=1C=NC=CC1